C12C(CC(C=C1)CC2)COC2=CC(=C(CN1CC(C1)C(=O)NC)C=C2)C 1-(4-(bicyclo[2.2.2]oct-5-en-2-ylmethoxy)-2-methylbenzyl)-N-methylazetidine-3-carboxamide